BrC1=C(OCCC=2N=CSC2)C=C(C=C1)CO[Si](C)(C)C(C)(C)C 4-(2-(2-bromo-5-(((tert-butyldimethylsilyl)oxy)methyl)phenoxy)ethyl)thiazole